CC1=C(SC=2N=CNC(C21)=O)C(=O)OC methyl 5-methyl-4-oxo-3H,4H-thieno[2,3-d]pyrimidine-6-carboxylate